5-cyclopropyl-6-ethyl-3-((4-fluoro-3-(2-(2-(methylamino)acetamido)ethyl)phenyl)amino)pyrazine-2-carboxamide 3-(3,3-Difluorocyclobutyl)-3-oxopropanoate FC1(CC(C1)C(CC(=O)O)=O)F.C1(CC1)C=1N=C(C(=NC1CC)C(=O)N)NC1=CC(=C(C=C1)F)CCNC(CNC)=O